Ethyl 3-(naphthalen-1-yl)-3-oxopropanoate C1(=CC=CC2=CC=CC=C12)C(CC(=O)OCC)=O